ammonium nitrogen [N+3].[NH4+]